2-((3-bromo-2-chlorobenzyl)oxy)-4,6-dimethoxypyrimidine BrC=1C(=C(COC2=NC(=CC(=N2)OC)OC)C=CC1)Cl